C(C1=CC=CC=C1)N1CCC(CC1)CCNC(=O)N(C1CN(CC1)C1=CC=C(C=C1)C(F)(F)F)C 1-[2-(1-benzylpiperidin-4-yl)ethyl]-3-methyl-3-{1-[4-(trifluoromethyl)phenyl]pyrrolidin-3-yl}urea